((4-methoxy-3-methylpyrazolo[1,5-a]pyridin-5-yl)amino)-N-(methyl-d3)-6-((1-methyl-1H-pyrazol-3-yl)amino)nicotinamide COC=1C=2N(C=CC1NC1=C(C(=O)NC([2H])([2H])[2H])C=CC(=N1)NC1=NN(C=C1)C)N=CC2C